tert-butyl (2R,4R)-4-(tosyloxy)-2-((tosyloxy)methyl)pyrrolidine-1-carboxylate S(=O)(=O)(C1=CC=C(C)C=C1)O[C@@H]1C[C@@H](N(C1)C(=O)OC(C)(C)C)COS(=O)(=O)C1=CC=C(C)C=C1